2-(hydroxymethyl)-7-nitroindoline-5-sulfonamide OCC1NC2=C(C=C(C=C2C1)S(=O)(=O)N)[N+](=O)[O-]